BrC1=CC(C(N=C1)N)N 5-bromo-2,3-dihydropyridine-2,3-diamine